Trans-N-[4-[5-[2-(ethylsulfamoyl)-4-[morpholino]phenyl]thiazol-2-yl]cyclohexyl]carbamic acid isopropyl ester C(C)(C)OC(N[C@@H]1CC[C@H](CC1)C=1SC(=CN1)C1=C(C=C(C=C1)N1CCOCC1)S(NCC)(=O)=O)=O